[4-(3,6-dimethoxy-9H-carbazol-9-yl)butyl]phosphoric acid COC=1C=CC=2N(C3=CC=C(C=C3C2C1)OC)CCCCOP(O)(O)=O